C1(CCCCCN1)=O e,epsilone-caprolactam